tris(chlorophenyl)sulfonium ClC1=C(C=CC=C1)[S+](C1=C(C=CC=C1)Cl)C1=C(C=CC=C1)Cl